2-(4-fluorophenyl)-4,5,6,7-tetrahydropyrazolo[1,5-a]pyrazine FC1=CC=C(C=C1)C1=NN2C(CNCC2)=C1